O1CCC(CC1)C=1C=CC(=NC1CN1CCCC1)NC1=CC2=C(C=N1)SC(=N2)C2=CC=NC=C2 5-(Oxan-4-yl)-N-[2-(pyridin-4-yl)-[1,3]thiazolo[5,4-c]pyridin-6-yl]-6-[(pyrrolidin-1-yl)methyl]pyridin-2-amine